NC1=CC=C(C=N1)/C=C/C(=O)NCC=1OC2=C(C1)C=C(C=C2C2=CC=C(C=C2)C(F)(F)F)C2=CC=C(C=C2)C(=O)N2CCC(CC2)(F)F (E)-3-(6-amino-pyridin-3-yl)-N-((5-(4-(4,4-difluoro-piperidine-1-carbonyl)phenyl)-7-(4-(trifluoro-methyl)phenyl)benzofuran-2-yl)methyl)acrylamide